C(CC(O)(C(=O)[O-])CC(=O)[O-])(=O)OCC(O)CO Glyceryl Citrat